S(=O)([O-])S(=O)[O-].[Na+].[Na+] Natrium hydrosulfit